monoglyceryl monobehenate C(CCCCCCCCCCCCCCCCCCCCC)(=O)OCC(O)CO